bis-[3,3-bis(4-dimethylaminophenyl)phthalide-6-yl]Thienothiadiazole butyl-(2'-trimethylammonioethylphosphorylethyl)fumarate C(CCC)\C(=C(/C(=O)[O-])\CC=P(=O)CC[N+](C)(C)C)\C(=O)O.CN(C1=CC=C(C=C1)C1(OC(=O)C2=CC(=CC=C12)C1=C(SC=2N=NSC21)C2=CC=C1C(OC(=O)C1=C2)(C2=CC=C(C=C2)N(C)C)C2=CC=C(C=C2)N(C)C)C2=CC=C(C=C2)N(C)C)C